C1(CC1)C1=NN2C(N(C([C@H](CC2)NC(=O)C2=CC3=C(C=N2)CO[C@]3(C)CC)=O)C)=C1 (R)-N-((S)-2-Cyclopropyl-4-methyl-5-oxo-5,6,7,8-tetrahydro-4H-pyrazolo[1,5-a][1,3]diazepin-6-yl)-1-ethyl-1-methyl-1,3-dihydrofuro[3,4-c]pyridin-6-carboxamid